(2R)-1-[[2-tert-butoxy-1-(5-fluoro-3-pyridyl)-2-oxo-ethyl]-(4-tert-butylphenyl)sulfamoyl]pyrrolidine-2-carboxylate C(C)(C)(C)OC(C(C=1C=NC=C(C1)F)N(S(=O)(=O)N1[C@H](CCC1)C(=O)[O-])C1=CC=C(C=C1)C(C)(C)C)=O